((1H-imidazol-1-yl)sulfonyl)-6-oxa-2-azaspiro[3.4]octane N1(C=NC=C1)S(=O)(=O)C1NCC12COCC2